C(C)[C@H]1C[C@H](N(CC1)C(C(=O)NC=1C=C(C=NC1)C(=O)N)=O)C1=CC=CC=C1 |r| rac-5-[[2-[(2S,4R)-4-ethyl-2-phenyl-1-piperidyl]-2-oxo-acetyl]amino]pyridine-3-carboxamide